C1(=CC=CC=C1)C=1C=C2C=CC(=CC2=CC1)C=1C=C(C=C(C1)C1=CC=NC=C1)C1=NC=NC=N1 6-[3-(6-phenyl-naphthalen-2-yl)-5-(4-pyridyl)phenyl]-1,3,5-triazine